Ethyl ((naphthalen-1-yloxy)(perfluorophenoxy)phosphoryl)-L-alaninate C1(=CC=CC2=CC=CC=C12)OP(=O)(OC1=C(C(=C(C(=C1F)F)F)F)F)N[C@@H](C)C(=O)OCC